N1C(=CC=C1)CCCCCCCCCCCCS 12-(1H-Pyrrol-2-yl)dodecane-1-thiol